tert-butyl (2-(2-chloro-4-iodo-6-(trifluoromethyl)pyridin-3-yl)ethyl)carbamate ClC1=NC(=CC(=C1CCNC(OC(C)(C)C)=O)I)C(F)(F)F